4-(2-(3,3-difluorocyclobutyl)-2H-tetrazol-5-yl)-4-(trifluoromethyl)piperidine FC1(CC(C1)N1N=C(N=N1)C1(CCNCC1)C(F)(F)F)F